1-benzyl 4-(tert-butyl) (R)-2-(4-fluorophenyl)piperazine-1,4-dicarboxylate FC1=CC=C(C=C1)[C@H]1N(CCN(C1)C(=O)OC(C)(C)C)C(=O)OCC1=CC=CC=C1